N-[(1R)-1-(6-bromopyridin-3-yl)-2,2,2-trifluoroethyl]-N-methyl-1,1-dioxo-1λ6-thiane-4-carboxamide BrC1=CC=C(C=N1)[C@H](C(F)(F)F)N(C(=O)C1CCS(CC1)(=O)=O)C